1-[(2,4-dimethylthiazol-5-yl)methyl]-N-(1-methylcyclopropyl)-2-oxo-3-pyridazin-3-yl-benzoimidazole-5-sulfonamide CC=1SC(=C(N1)C)CN1C(N(C2=C1C=CC(=C2)S(=O)(=O)NC2(CC2)C)C=2N=NC=CC2)=O